C(OC[C@H]1O[C@]([C@H]2[C@@H]1OC(O2)(C)C)(C2=CC=C1C(=NC=NN12)\N=C/N(C)C)C#N)(OC1CC1)=O [(3aR,4R,6R,6aR)-4-cyano-4-[4-[(Z)-dimethylaminomethyleneamino]pyrrolo[2,1-f][1,2,4]triazin-7-yl]-2,2-dimethyl-6,6a-dihydro-3aH-furo[3,4-d][1,3]dioxol-6-yl]methyl cyclopropyl carbonate